(R)-4-(7-(4-bromo-3-(trifluoromethyl)benzoyl)-2-chloro-6-methyl-4-oxo-5,6,7,8-tetrahydropyrido[3,4-d]pyrimidin-3(4H)-yl)-3-(difluoromethyl)-N-methylbenzamide BrC1=C(C=C(C(=O)N2CC=3N=C(N(C(C3C[C@H]2C)=O)C2=C(C=C(C(=O)NC)C=C2)C(F)F)Cl)C=C1)C(F)(F)F